6-[3-(5-bromo-4-chloro-3-pyridyl)-2-chloro-phenyl]-2-methoxy-pyridine-3-carbaldehyde BrC=1C(=C(C=NC1)C=1C(=C(C=CC1)C1=CC=C(C(=N1)OC)C=O)Cl)Cl